2-(3-cyanophenyl)-N-(2-hydroxy-2-methyl-propyl)-3-[2-methyl-6-(trifluoromethyl)-4-pyridinyl]imidazo[1,2-b]pyridazine-6-carboxamide C(#N)C=1C=C(C=CC1)C=1N=C2N(N=C(C=C2)C(=O)NCC(C)(C)O)C1C1=CC(=NC(=C1)C(F)(F)F)C